(1S,2R,3R,4R)-1-((2R)-2-((4R,5R)-2-(2,6-dichlorophenyl)-5-hydroxy-1,3-dioxan-4-yl)-2-hydroxyethyl)-3,4-dihydroxy-2-(hydroxymethyl)pyrrolidin-1-ium ClC1=C(C(=CC=C1)Cl)C1OC[C@H]([C@H](O1)[C@@H](C[NH+]1[C@@H]([C@H]([C@@H](C1)O)O)CO)O)O